N-((4-Fluorophenyl)(morpholino)((2,4,4-trimethylpentan-2-yl)imino)-λ6-sulfaneylidene)-4-nitrobenzenesulfonamide FC1=CC=C(C=C1)S(=NS(=O)(=O)C1=CC=C(C=C1)[N+](=O)[O-])(=NC(C)(CC(C)(C)C)C)N1CCOCC1